ClC=1C=C(CC2=C(C=CC=C2)S)C=C(C1)Cl 3,5-dichlorobenzylthiophenol